C1(CC1)C1=NC2=CC=C(C=C2C=C1)C1=CN=C(O1)[C@@H](CCCCCC(CC)=O)NC(=O)C1CCC2(OC(C3=NC=CC=C32)=O)CC1 (1R,4s)-N-((S)-1-(5-(2-Cyclopropylchinolin-6-yl)oxazol-2-yl)-7-oxononyl)-7'-oxo-7'H-spiro[cyclohexan-1,5'-furo[3,4-b]pyridin]-4-carboxamid